CSC=1N=CC2=NC=NC2(N1)SC 2,4-dimethylthiopurine